(3R)-1-[2-(1-Benzyl-2-methyl-1H-imidazol-4-yl)-7-methoxy-1-methyl-1H-1,3-benzodiazole-5-carbonyl]piperidin-3-amine C(C1=CC=CC=C1)N1C(=NC(=C1)C1=NC2=C(N1C)C(=CC(=C2)C(=O)N2C[C@@H](CCC2)N)OC)C